1-(5-bromopyridin-2-yl)-1-(4-fluorophenyl)ethan-1-ol BrC=1C=CC(=NC1)C(C)(O)C1=CC=C(C=C1)F